CC1=C(C2=C(N=CN=C2NC2(CC2)C)O1)C(=O)NCC=1N(C=CC1)C 6-methyl-N-[(1-methyl-1H-pyrrol-2-yl)methyl]-4-[(1-methylcyclopropyl)amino]furo[2,3-d]pyrimidine-5-carboxamide